2,5-DICHLOROPYRIDINE-3-BORONIC ACID ClC1=NC=C(C=C1B(O)O)Cl